ClC1=CC(=C(C=C1)C1OC2=C(C=CC=C2C=C1)C1CCN(CC1)CC1=NC=2C(=NC(=CC2)C(=O)O)N1CC1(CC1)CF)F 2-((4-(2-(4-chloro-2-fluorophenyl)-2H-chromene-8-yl)piperidin-1-yl)methyl)-3-((1-(fluoromethyl)cyclopropyl)methyl)-3H-imidazo[4,5-b]pyridine-5-carboxylic acid